2-sec-octylphenoxyacetic acid C(C)(CCCCCC)C1=C(OCC(=O)O)C=CC=C1